C12(CC3CC(CC(C1)C3)C2)CC(=O)NCCCCN 2-((3R,5r,7r)-adamantan-1-yl)-N-(4-aminobutyl)acetamide